3,4-dichlorotrichlorotoluene ClC=1C=C(C(Cl)(Cl)Cl)C=CC1Cl